C(CC)NC=1C=CC(N(C1)C)=O 5-(propylamino)-1-methylpyridin-2(1H)-one